BrC=1C=C2C(C(N(C2=CC1)C)=O)(C)C 5-bromo-1,3,3-trimethyl-1,3-dihydro-2H-indol-2-one